(4-isopropylphenyl)hydrazine hydrochloride salt Cl.C(C)(C)C1=CC=C(C=C1)NN